ClC=1C=C(OCC=2C=C(C=CC2OC)/C=C/C(=O)C2=CC=C(C=C2)O)C=CC1 (E)-3-[3-[(3-Chlorophenoxy)methyl]-4-methoxyphenyl]-1-(4-hydroxyphenyl)prop-2-en-1-one